para-aminotoluenesulfonic acid-triethylamine salt C(C)N(CC)CC.NC1=CC=C(CS(=O)(=O)O)C=C1